O(C1=CC=CC=C1)CCNC(CCC1=NC=2NCCCC2C=C1)=O N-(2-phenoxyethyl)-3-(5,6,7,8-tetrahydro-1,8-naphthyridin-2-yl)propanamide